(2S)-4-hydroxypyrrolidine-1,2-dicarboxylic acid O1-tert-butyl ester O2-[7-(2-octyldecanoyloxy) heptyl] ester C(CCCCCCC)C(C(=O)OCCCCCCCOC(=O)[C@H]1N(CC(C1)O)C(=O)OC(C)(C)C)CCCCCCCC